(R)-4-(2-chloro-4-fluorophenyl)-7-((1-oxo-1-(4-propionylpiperazin-1-yl)propan-2-yl)oxy)isoquinolin-1(2H)-one ClC1=C(C=CC(=C1)F)C1=CNC(C2=CC(=CC=C12)O[C@@H](C(N1CCN(CC1)C(CC)=O)=O)C)=O